COC(C1=C(C=C(C(=C1)F)F)Br)=O 2-bromo-4,5-difluorobenzoic acid methyl ester